o-carboxybenzaldehyde zinc [Zn].C(=O)(O)C1=C(C=O)C=CC=C1